6-chloro-4-ethynyl-1-(tetrahydro-2H-pyran-2-yl)-1H-indazole ClC1=CC(=C2C=NN(C2=C1)C1OCCCC1)C#C